C(C)O[C@@H]1CN(CC1)C1=CC=C(NF)C=C1 (S)-4-(3-ethoxypyrrolidin-1-yl)-fluoroaniline